ClC=1C=C(C=CC1)N(C(=O)[C@H]1N(C[C@H](C1)O)C1=NC(=CC(=C1C#N)C)C)C (2S,4S)-N-(3-Chlorophenyl)-1-(3-cyano-4,6-dimethylpyridin-2-yl)-4-hydroxy-N-methylpyrrolidine-2-carboxamide